NC1=CC=C2[C@H](CCC(C2=C1Br)=O)C (S)-7-amino-8-bromo-4-methyl-3,4-dihydronaphthalen-1(2H)-one